4-((1S,2S)-2-(6-(2,4-dimethoxypyrimidin-5-yl)-[1,2,4]triazolo[1,5-b]pyridazin-8-yl)cyclopropyl)-3,5-difluorobenzonitrile COC1=NC=C(C(=N1)OC)C=1C=C(C=2N(N1)N=CN2)[C@@H]2[C@H](C2)C2=C(C=C(C#N)C=C2F)F